CN1C(=NC=C1)CN(CC1=NC=CC=C1)CC=1N(C=CN1)C (Bis-((1-methylimidazol-2-yl)-methyl))-(2-pyridylmethyl)-amin